(1-(benzo[d][1,3]dioxol-5-yl-(methyl)amino)-1-oxo-3-phenylpropan-2-yl)carbamic acid tert-butyl ester C(C)(C)(C)OC(NC(C(=O)N(C)C1=CC2=C(OCO2)C=C1)CC1=CC=CC=C1)=O